2H-furo[2,3-b]-indol O1CC=C2C1=NC1=CC=CC=C21